C(CCCCCCC)P(CC(N(CC(C)C)CC(C)C)=O)(C1=CC=CC=C1)=O octyl-(phenyl)-N,N-diisobutyl-carbamoylmethylphosphine oxide